N(=O)N(C)CC(=O)O N-NITROSOSARCOSINE